C(C)(C)(C)OC(=O)N1CCC(CC1)C#CC1=NC=CC(=C1)N1C2CN(CC1CC2)C2=C(N=NC(=C2)C2=C(C=CC=C2)OCOC)N 4-((4-(3-(3-amino-6-(2-(methoxymethoxy)phenyl)pyridazin-4-yl)-3,8-diazabicyclo[3.2.1]oct-8-yl)pyridin-2-yl)ethynyl)piperidine-1-carboxylic acid tert-butyl ester